C[C@]12[C@H]3CC[C@@]4([C@H](CC[C@H]4C3CC[C@H]2CC(CC1)=O)OCC(=O)O)C 2-(((5S,9S,10S,13S,14S,17S)-10,13-dimethyl-3-oxohexadecahydro-1H-cyclopenta[a]phenanthren-17-yl)oxy)acetic acid